(2R,4R)-1-(3-chloro-2-fluorobenzyl)-4-((3,5-difluoro-4-((R)-1-fluoroethyl)-6-((5-methyl-1H-pyrazol-3-yl)amino)pyridin-2-yl)-methyl)-2-methylpiperidine-4-carboxylic acid ClC=1C(=C(CN2[C@@H](C[C@@](CC2)(C(=O)O)CC2=NC(=C(C(=C2F)[C@@H](C)F)F)NC2=NNC(=C2)C)C)C=CC1)F